N-(2-chloro-4-fluoro-6-methylphenyl)-5-fluoro-4-(3-oxo-5,6,7,8-tetrahydro[1,2,4]triazolo[4,3-a]pyridin-2(3H)-yl)-2-{[(2S)-1,1,1-trifluoropropan-2-yl]oxy}benzamide ClC1=C(C(=CC(=C1)F)C)NC(C1=C(C=C(C(=C1)F)N1N=C2N(CCCC2)C1=O)O[C@H](C(F)(F)F)C)=O